CN(C1=CC=C(C=C1)C1=C(C2=C(S1)C=C(C=C2)C2=CC=C(C=C2)C)C(=O)NC2=CC=NC=C2)C 2-(4-(dimethylamino)phenyl)-N-(pyridin-4-yl)-6-(p-tolyl)benzo[b]Thiophene-3-carboxamide